(+/-)-N-(4-{[3-(6-cyanopyridin-3-yl)-1-{[2-(trimethylsilyl)ethoxy]methyl}-1H-pyrrolo[2,3-b]pyridin-4-yl]oxy}-3,5-difluorophenyl)-N'-[(1R)-1-(oxetan-3-yl)ethyl]urea C(#N)C1=CC=C(C=N1)C1=CN(C2=NC=CC(=C21)OC2=C(C=C(C=C2F)NC(=O)N[C@H](C)C2COC2)F)COCC[Si](C)(C)C |r|